C(CCCCCCCCCCCCCCCCC)(=O)OCCOC(CCCCCCCCCCCCCCCCC)=O ethylene glycol di-stearate